(2S)-2-({1-cyclopentyl-5-[2-(trifluoromethyl)phenyl]-1H-pyrazol-3-yl}formamido)-N-(2-methoxyethyl)-N-methyl-3-phenoxypropanamide C1(CCCC1)N1N=C(C=C1C1=C(C=CC=C1)C(F)(F)F)C(=O)N[C@H](C(=O)N(C)CCOC)COC1=CC=CC=C1